(S)-8-chloro-5-((2-(3-(5-fluoro-1-methyl-2-oxo-1,2-dihydropyridin-4-yl)-2-methylpropyl)-2-azaspiro[3.3]heptan-6-yl)methyl)-2-methylphthalazin-1(2H)-one ClC=1C=CC(=C2C=NN(C(C12)=O)C)CC1CC2(CN(C2)C[C@H](CC2=CC(N(C=C2F)C)=O)C)C1